[N+](=O)([O-])C1=C(C=2C(=NSN2)C(=C1[N+](=O)[O-])N(C1=CC=C(C(=O)[O-])C=C1)C1=CC=C(C(=O)[O-])C=C1)N(C1=CC=C(C(=O)[O-])C=C1)C1=CC=C(C(=O)[O-])C=C1 4,4',4'',4'''-((5,6-dinitrobenzo[c][1,2,5]thiadiazole-4,7-diyl)bis(azanetriyl))tetrabenzoate